NC1=C(C=C(C=N1)NC(C(=O)N1[C@H](CC[C@@H](C1)C)C1=CC=C(C=C1)CCN(C)C)=O)CC N-(6-amino-5-ethylpyridin-3-yl)-2-((2R,5S)-2-(4-(2-(dimethylamino)ethyl)phenyl)-5-methylpiperidin-1-yl)-2-oxoacetamide